2-[3-(3-chloro-5-fluorophenyl)ureido]-4-chloro-N-propylbenzamide ClC=1C=C(C=C(C1)F)NC(NC1=C(C(=O)NCCC)C=CC(=C1)Cl)=O